2-butoxy-6-iodo-3-propyl-chromen-4-one C(CCC)OC=1OC2=CC=C(C=C2C(C1CCC)=O)I